2-(5-(difluoromethyl)-6-fluoro-2-methoxypyridin-3-yl)-4-(methyl-d3)benzoic acid FC(C=1C=C(C(=NC1F)OC)C1=C(C(=O)O)C=CC(=C1)C([2H])([2H])[2H])F